CNCCOCCOCCOCCOCCO 2-[2-[2-[2-[2-(methylamino)ethoxy]ethoxy]ethoxy]ethoxy]ethanol